ClC1=NC=C(C(=C1C(=O)N)C1(CC1)C#N)C=1C=NN(C1)C=1N(C(=CC1Cl)C(C(F)(F)F)(C(F)(F)F)F)C 2-chloro-5-[1-[3-chloro-1-methyl-5-[1,2,2,2-tetrafluoro-1-(trifluoromethyl)ethyl]pyrrol-2-yl]pyrazol-4-yl]-(1-cyanocyclopropyl)pyridine-3-carboxamide